O=C1NC(CCC1NC1=CC(=C(C=C1)C1CCNCC1)F)=O 4-[4-[(2,6-dioxopiperidin-3-yl)amino]-2-fluorophenyl]piperidin